2-(2-hydroxyethoxy)ethyl (E)-2-cyano-3-(1-(3-(trifluoromethyl)benzyl)-1H-pyrrolo[2,3-b]pyridin-3-yl)acrylate C(#N)/C(/C(=O)OCCOCCO)=C\C1=CN(C2=NC=CC=C21)CC2=CC(=CC=C2)C(F)(F)F